[N+](=O)([O-])\C=C/N (Z)-2-nitroethen-1-amine